O=C1N(C(C=C1)=O)CCC(=O)N[C@H](C(=O)N[C@H](C(=O)C1=CC=C(COC(=O)OC(C(=O)[O-])(CC(C)C)NC(CC)=O)C=C1)CCCNC(=O)N)C(C)C ((((4-((S)-2-((S)-2-(3-(2,5-dioxo-2,5-dihydro-1H-pyrrol-1-yl) propanamido)-3-methylbutanamido)-5-ureidovaleryl) benzyl) oxy) carbonyl) oxy)-4-methyl-2-propionylaminovalerate